2-methoxypyridine-4-carboxylic acid hydrazide COC1=NC=CC(=C1)C(=O)NN